ClC1=C(C=CC=C1F)[C@@H]1[C@@H]2C([C@@H]2CN1C=1C(=NC(=NC1)C(=O)N[C@H](C)\C=C\S(=O)(=O)C)C)(F)F 5-((1R,2S,5S)-2-(2-Chloro-3-fluorophenyl)-6,6-difluoro-3-azabicyclo[3.1.0]hexan-3-yl)-4-methyl-N-((R,E)-4-(methylsulfonyl)but-3-en-2-yl)pyrimidine-2-carboxamide